(2S,4R)-2-HYDROXY-N,N-BIS(4-METHOXYBENZYL)OCT-7-ENE-4-SULFONAMIDE O[C@@H](C)C[C@@H](CCC=C)S(=O)(=O)N(CC1=CC=C(C=C1)OC)CC1=CC=C(C=C1)OC